5-[4-amino-5-(trifluoromethyl)pyrrolo[2,1-f][1,2,4]triazin-7-yl]-N-[(3R,4S)-1-(4,4-difluorocyclohexanecarbonyl)-4-fluoro-pyrrolidin-3-yl]-2-methoxy-pyridine-3-carboxamide NC1=NC=NN2C1=C(C=C2C=2C=C(C(=NC2)OC)C(=O)N[C@@H]2CN(C[C@@H]2F)C(=O)C2CCC(CC2)(F)F)C(F)(F)F